tert-Butyl (3-([3,3-bipyridin]-6-ylamino)-2-methylpropyl)carbamate N1=CC(=CC=C1NCC(CNC(OC(C)(C)C)=O)C)C=1C=NC=CC1